ClC1=C(C=C(C=C1)N1CCC(CC1)C1=CC(=C(C=C1F)NC1C(NC(CC1)=O)=O)OC)C1CC1 3-((4-(1-(4-Chloro-3-cyclopropylphenyl)piperidin-4-yl)-5-fluoro-2-methoxyphenyl)amino)piperidine-2,6-dione